tert-butyl N-(cyclobutylmethyl)-N-[1-[5-(hydroxymethyl)-1,3,4-thiadiazol-2-yl]-3-piperidyl]carbamate C1(CCC1)CN(C(OC(C)(C)C)=O)C1CN(CCC1)C=1SC(=NN1)CO